(2-cyanophenoxy)-2,2-difluoro-N-(piperidin-4-yl)acetamide C(#N)C1=C(OC(C(=O)NC2CCNCC2)(F)F)C=CC=C1